4-(2-hydroxyethylsulfonylamino)-N-(6-methyl-2-(3,3,4,4-tetrafluoropyrrolidin-1-yl)pyrimidin-4-yl)-2-(6-azaspiro[2.5]octane-6-yl)benzamide OCCS(=O)(=O)NC1=CC(=C(C(=O)NC2=NC(=NC(=C2)C)N2CC(C(C2)(F)F)(F)F)C=C1)N1CCC2(CC2)CC1